methyl (R)-2-(4-((6-(((S)-1-(4-(tert-butyl)phenyl)ethyl)carbamoyl)-1,2-dimethyl-1H-indol-3-yl)methyl)-2-chlorophenoxy)propanoate C(C)(C)(C)C1=CC=C(C=C1)[C@H](C)NC(=O)C1=CC=C2C(=C(N(C2=C1)C)C)CC1=CC(=C(O[C@@H](C(=O)OC)C)C=C1)Cl